(triethylsilyl)(2-dipropylamino-1,1-dimethylethyl)amine C(C)[Si](CC)(CC)NC(CN(CCC)CCC)(C)C